(R)-N-(2-(1-methylpiperidin-2-yl)-1H-pyrrolo[3,2-c]pyridin-6-yl)-4-(1H-pyrazol-4-yl)benzamide CN1[C@H](CCCC1)C1=CC=2C=NC(=CC2N1)NC(C1=CC=C(C=C1)C=1C=NNC1)=O